C(CCCCC)NCCCCCCCCCC(=O)OCC(CCCCCCCC)CCCCCC 2-Hexyldecyl 10-(hexylamino)decanoate